C12(CC3CC(CC(C1)C3)C2)C(=O)N[C@H](C(=O)N[C@H](C(=O)OC(C)C)CCC(C=[N+]=[N-])=O)CCC(=O)N2CCN(CC2)C isopropyl (S)-2-((S)-2-(adamantane-1-carboxamido)-5-(4-methylpiperazin-1-yl)-5-oxopentanamido)-6-diazo-5-oxohexanoate